2-[1H-benzimidazol-2-yl-(3-fluorophenyl)methyl]-6-[4-(1-methyl-4-piperidinyl)phenyl]isoindolin-1-one N1C(=NC2=C1C=CC=C2)C(N2C(C1=CC(=CC=C1C2)C2=CC=C(C=C2)C2CCN(CC2)C)=O)C2=CC(=CC=C2)F